N1CC(C1)NC1=NC=2N(C(=C1)NCC1=CC=C(C=C1)C1=NC=CC=C1)N=CC2C2CC2 N5-(azetidin-3-yl)-3-cyclopropyl-N7-(4-(pyridin-2-yl)benzyl)pyrazolo[1,5-a]pyrimidine-5,7-diamine